(1H-benzimidazol-5-ylamino)[4-(5-chlorothien-3-yl)-2,3-difluorophenyl]acetonitrile N1C=NC2=C1C=CC(=C2)NC(C#N)C2=C(C(=C(C=C2)C2=CSC(=C2)Cl)F)F